N-[(6S,7S)-6-[[3-(3,5-difluorophenyl)-2-fluoro-phenyl]methyl]-5-azaspiro[2.4]heptan-7-yl]-1,1-difluoro-methanesulfonamide FC=1C=C(C=C(C1)F)C=1C(=C(C=CC1)C[C@@H]1NCC2(CC2)[C@@H]1NS(=O)(=O)C(F)F)F